tert-butyl 4-((6-((5-isopropyl-1H-pyrazol-3-yl)amino)-1H-pyrazolo[3,4-b]pyrazin-1-yl)methyl)piperidine-1-carboxylate C(C)(C)C1=CC(=NN1)NC1=CN=C2C(=N1)N(N=C2)CC2CCN(CC2)C(=O)OC(C)(C)C